BrC1=CC=NC(=C1C(=O)OC)CBr methyl 4-bromo-2-(bromomethyl)nicotinate